[2,2-difluoro-6-[[4-methyl-6-(methylamino)pyrimidin-2-yl]amino]-1,3-benzodioxol-4-yl]boronic acid FC1(OC2=C(O1)C=C(C=C2B(O)O)NC2=NC(=CC(=N2)C)NC)F